C1(CCCC1)I cyclopentyl-iodine